C(C)(C)(C)C1=C(C=CC=C1)NC(C(=O)N1CC2(CC2)C[C@H]1C(=O)N[C@@H](C[C@H]1C(NCC1)=O)C(COC(F)(F)F)=O)=O (S)-5-(2-((2-(tert-butyl)phenyl)amino)-2-oxoacetyl)-N-((S)-3-oxo-1-((S)-2-oxopyrrolidin-3-yl)-4-(trifluoromethoxy)butan-2-yl)-5-azaspiro[2.4]heptane-6-carboxamide